FC=1C=C(C=CC1)C=1C=NC(=NC1)NC1=CC(=CC=C1)C1=NC2=C(N1)C=C(C=C2)C(F)(F)F 5-(3-Fluorophenyl)-N-{3-[6-(trifluoromethyl)-1H-benzo[d]imidazol-2-yl]phenyl}pyrimidin-2-amine